FC1(OC2=C(O1)C=CC(=C2)C(C(=O)O)C)F (2,2-difluorobenzo[d][1,3]dioxol-5-yl)propionic acid